OC(C[C@H]1CC[C@H]2[C@@H]3CCC4=CCCC[C@]4(C)[C@H]3CC[C@]12C)O Dihydroxypregn-4-en